3-(5-{[4-(Aminomethyl)phenyl]methoxy}-4-methoxy-1-(3-methoxy-2,2-dimethylpropanoyl)-1H-pyrazol-3-yl)-4-methyl-1-[2-(morpholin-4-yl)acetyl]pyrrolidin-2-on NCC1=CC=C(C=C1)COC1=C(C(=NN1C(C(COC)(C)C)=O)C1C(N(CC1C)C(CN1CCOCC1)=O)=O)OC